C(C1=CC=CC=C1)OC=1C=C2C(=C(N(C2=CC1)C1=CC(=C(C=C1)F)C)C(C)C)C(C#N)C 2-(5-(benzyloxy)-1-(4-fluoro-3-methylphenyl)-2-isopropyl-1H-indol-3-yl)propanenitrile